CCC(CC)[C@@H]1NC(OC1=O)=O (S)-4-(pentan-3-yl)oxazolidin-2,5-dione